C(C=C)(=O)OCCO.C(C=C)(=O)OCCO.C(C=C)(=O)OCCO tris(2-hydroxyethyl) triacrylate